C(=O)(O)C[Si](OCCOC)(OCCOC)OCCOC carboxymethyl-tri(methoxyethoxy)silane